methyl 3-bromo-5-chloro-2-((1-morpholinoethylidene)amino)-benzoate BrC=1C(=C(C(=O)OC)C=C(C1)Cl)N=C(C)N1CCOCC1